1-[[1-(4-[5H,6H,7H-pyrrolo[1,2-a]imidazol-3-yl]phenyl)piperidin-4-yl]methyl]piperazine N1=C2N(C(=C1)C1=CC=C(C=C1)N1CCC(CC1)CN1CCNCC1)CCC2